C(=C)C1=CC=C(C=C1)NN p-vinyl-phenylhydrazine